NCC1=NNC(C2=CC=C(C=C12)C=1C=NN(C1C1=C(C#N)C=CC(=C1)C)C)=O 2-(4-(4-(aminomethyl)-1-oxo-1,2-dihydrophthalazin-6-yl)-1-methyl-1H-pyrazol-5-yl)-4-methylbenzonitrile